methyl 5-amino-7-(2-(4-(2,4-difluorophenyl)piperazin-1-yl)ethyl)-9-methyl-2-(pyridin-2-yl)-7H-pyrrolo[3,2-e][1,2,4]triazolo[1,5-c]pyrimidine-8-carboxylate NC1=NC2=C(C=3N1N=C(N3)C3=NC=CC=C3)C(=C(N2CCN2CCN(CC2)C2=C(C=C(C=C2)F)F)C(=O)OC)C